N-[(1S,2R)-2-aminocyclohexyl]-3-{2-[(3,5-dichlorophenyl)amino]pyrimidin-4-yl}-1-methyl-1H-pyrazole-5-carboxamide hydrochloride Cl.N[C@H]1[C@H](CCCC1)NC(=O)C1=CC(=NN1C)C1=NC(=NC=C1)NC1=CC(=CC(=C1)Cl)Cl